CC1=NC=C(C=N1)[C@H](CC(=O)O)N1N=C(C=C1)CCCC1=NC=2NCCCC2C=C1 (S)-3-(2-methylpyrimidin-5-yl)-3-(3-(3-(5,6,7,8-tetrahydro-1,8-naphthyridin-2-yl)propyl)-1H-pyrazol-1-yl)propionic acid